8-(6-methoxypyridin-3-yl)-1-(4-(piperazin-1-yl)-3-trifluoromethylphenyl)-4H-benzo[b][1,2,4]triazolo[4,3-d][1,4]diazepin-5(6H)-one COC1=CC=C(C=N1)C=1C=CC2=C(NC(CC=3N2C(=NN3)C3=CC(=C(C=C3)N3CCNCC3)C(F)(F)F)=O)C1